1-pentadecyl-pyridinyl bromide C(CCCCCCCCCCCCCC)N1C(C=CC=C1)Br